3-phenyl-6-(trifluoromethyl)quinoline C1(=CC=CC=C1)C=1C=NC2=CC=C(C=C2C1)C(F)(F)F